C1(=C(C(=CC(=C1)C)C)B(C1=C(C=C(C=C1C)B1OC(C(O1)(C)C)(C)C)C)C1=C(C=C(C=C1C)C)C)C 2-(4-(Dimesitylboryl)-3,5-dimethylphenyl)-4,4,5,5-tetramethyl-1,3,2-dioxaborolane